ClC=1C=C(C=C(C1)F)C1=CC(=NC=C1)N1CCN(CC1)C(=O)C1=CC=C2C=CC(NC2=C1)=O 7-(4-(4-(3-chloro-5-fluorophenyl)pyridin-2-yl)piperazine-1-carbonyl)quinolin-2(1H)-one